BrCC(=O)N(C1=CC=C(C=C1)OC)C N-bromoacetyl-N-methyl-p-methoxyaniline